1-(4-bromo-3-fluoro-phenyl)-4-(dimethoxymethyl)piperidine BrC1=C(C=C(C=C1)N1CCC(CC1)C(OC)OC)F